6-chloro-1,3-diisobutylpyrimidine ClC1=CCN(CN1CC(C)C)CC(C)C